5-(6-(6-(4-methoxypyridin-3-yl)-4-methyl-1H-pyrazolo[4,3-c]pyridin-1-yl)-4-((2R,3S)-2-methyl-3-((methylsulfonyl)methyl)azetidin-1-yl)pyridin-2-yl)thiazole COC1=C(C=NC=C1)C1=CC2=C(C(=N1)C)C=NN2C2=CC(=CC(=N2)C2=CN=CS2)N2[C@@H]([C@H](C2)CS(=O)(=O)C)C